COC1=CC=C2C=CC(=CC2=C1)OC1=CC=CN2C1=NS(CC2)(=O)=O 9-[(7-methoxynaphthalen-2-yl)oxy]-3,4-dihydropyrido[2,1-c][1,2,4]thiadiazine 2,2-dioxide